C1(CC1)CNC=1N=CC2=C(N(C(C=3C=C(C=CC23)CN2CCOCC2)=O)[C@@H]2CC[C@H](CC2)O)N1 trans-3-((Cyclopropylmethyl)amino)-5-(4-hydroxycyclohexyl)-8-(morpholinomethyl)pyrimido[4,5-c]isoquinolin-6(5H)-one